S1C(=NC2=C1C=CC=C2)N[C@H]2[C@H](CCC2)NC(C2=C(C=CC=C2OC)OC)=O N-[(1S,2R)-2-[(1,3-Benzothiazol-2-yl)amino]cyclopentyl]-2,6-dimethoxybenzamide